C(CCCCC)C(CCCCCCCC)OC(CCCCCOC(COCCCCCC(=O)OC(CCCCCCCC)CCCCCC)CO)=O 1-hexylnonyl 6-[2-[6-(1-hexylnonoxy)-6-oxo-hexoxy]-3-hydroxy-propoxy]hexanoate